CC1=CC=C2C(=CC=NC2=C1)NC1=CC=C(C(=O)NC2=CC(=CC=C2)OC2=CC=NC=C2)C=C1 4-((7-methylquinolin-4-yl)amino)-N-(3-(pyridin-4-yloxy)phenyl)benzamide